benzenetrithiol C1(=C(C(=CC=C1)S)S)S